NC1=C(C(=CC(=C1)C(F)(F)F)C(F)(F)F)N1C=NC=C1 2-amino-4,6-bis(trifluoromethyl)phenyl-1H-imidazole